N-(3-(1H-imidazol-2-yl)phenyl)-5-cyclopropylpyrazolo[1,5-a]pyrimidine-3-carboxamide N1C(=NC=C1)C=1C=C(C=CC1)NC(=O)C=1C=NN2C1N=C(C=C2)C2CC2